COC(=O)C=1C=C2NC(C=3N(C2=CC1)N=CC3F)=O 3-fluoro-4-oxo-4,5-dihydropyrazolo[1,5-a]quinoxaline-7-carboxylic acid methyl ester